NC=1C(=NC(=CC1C1=CC=C(C=C1)Br)C1=C(C=C(C=C1)F)F)C#N amino-4-(4-bromophenyl)-6-(2,4-difluorophenyl)cyanopyridine